COC(=O)C1N(C=CC=C1)C(=O)OC(C)(C)C Pyridine-1,2-dicarboxylic acid 1-(tert-butyl) 2-methyl ester